5-(pyridin-4-yl)hexahydropyrrolo[3,4-c]pyrrole-2(1H)-carboxylate N1=CC=C(C=C1)N1CC2C(C1)CN(C2)C(=O)[O-]